N1(CCCCC1)CC1=CC=C(O1)\C(\C(\C)=N\NC(NC)=S)=N\NC(NC)=S (2E,2'E)-2,2'-(1-(5-(piperidin-1-ylmethyl)furan-2-yl)propane-1,2-diylidene)bis(N-methylhydrazine-1-carbothioamide)